C(C1=CC=CC=C1)N1C[C@@]2(C[C@@]2(C1)C(F)(F)F)C=1OC(=NN1)C1CCN(CC1)C 2-((1S,5R)-3-benzyl-5-(trifluoromethyl)-3-azabicyclo[3.1.0]hexan-1-yl)-5-(1-methylpiperidin-4-yl)-1,3,4-oxadiazole